methyl (2S)-2-[[(2S)-2-amino-3-cyclopropyl-propanoyl] amino]-3-[(3S)-2-oxopyrrolidin-3-yl]propanoate N[C@H](C(=O)N[C@H](C(=O)OC)C[C@H]1C(NCC1)=O)CC1CC1